Cl.CC1CC2(NC(C1)C2)CCO 2-(3-methyl-6-azabicyclo[3.1.1]heptan-1-yl)ethan-1-ol hydrochloride